NCCNCCNCCC[SiH2]OC [2-(2-aminoethylamino)ethylamino]propylmethoxysilane